ClC1=CC=CC2=C1NC(=N2)CNC=2C=1N(N=C(C2)N2CCN(CC2)C)C(=CN1)C1=CSC(=C1)C N-((7-chloro-1H-benzo[d]imidazol-2-yl)methyl)-6-(4-methylpiperazin-1-yl)-3-(5-methylthiophen-3-yl)imidazo[1,2-b]pyridazin-8-amine